N-Fmoc-N'-trityl-L-histidine C(=O)(OCC1C2=CC=CC=C2C2=CC=CC=C12)N[C@@H](CC1=CN(C=N1)C(C1=CC=CC=C1)(C1=CC=CC=C1)C1=CC=CC=C1)C(=O)O